2-((2R,3R)-3-aminotetrahydro-2H-pyran-2-yl)-N-benzyl-5-chloro-3-iodothieno[3,2-b]pyridin-7-amine N[C@H]1[C@@H](OCCC1)C1=C(C2=NC(=CC(=C2S1)NCC1=CC=CC=C1)Cl)I